Cl.C1NCCC12CCN(CC2)C2=CC=C(C=N2)N2N=CC=1C2=NN2C1C=CC(=C2)OCC (6-(2,8-diazaspiro[4.5]decan-8-yl)pyridin-3-yl)-6-ethoxy-1H-pyrazolo[3',4':3,4]pyrazolo[1,5-a]pyridine hydrochloride